O1C(CCCC1)O[C@@H]1C[C@H](CCC1)N1C(C2(C3=C1N=C(N=C3)NC3CCN(CC3)S(=O)(=O)C=3C=NNC3)CC2)=O 7'-[(1S,3S)-3-(Oxan-2-yloxy)cyclohexyl]-2'-{[1-(1H-pyrazole-4-sulfonyl)piperidin-4-yl]amino}spiro[cyclopropane-1,5'-pyrrolo[2,3-d]pyrimidin]-6'-one